1-[3-fluoro-4-(1-methylindol-5-yl)oxy-phenyl]ethanone FC=1C=C(C=CC1OC=1C=C2C=CN(C2=CC1)C)C(C)=O